CS methyl-sulfane